3,4-difluorophenylboric acid FC=1C=C(C=CC1F)OB(O)O